ClC=1C(=CC(=C(C1)B1OC(C(O1)(C)C)(C)C)C)C1(CCC(CC1)(F)F)C 2-[5-chloro-4-(4,4-difluoro-1-methyl-cyclohexyl)-2-methyl-phenyl]-4,4,5,5-tetramethyl-1,3,2-dioxaborolane